ClC1(CC1)[C@](CN1N=CNC1=S)(CC1=C(C=CC=C1)Cl)O |r| (RS)-2-[2-(1-chlorocyclopropyl)-3-(2-chlorophenyl)-2-hydroxypropyl]-2,4-dihydro-1,2,4-triazole-3-thione